6-bromo-9H-pyrido[3,4-b]Indole BrC=1C=C2C3=C(NC2=CC1)C=NC=C3